Tert-butyl (3S)-3-[[4-[6-(3,3-difluoro-4-hydroxy-pyrrolidine-1-carbonyl)-1H-indol-3-yl]-5-(trifluoromethyl) pyrimidin-2-yl]amino]piperidine-1-carboxylate FC1(CN(CC1O)C(=O)C1=CC=C2C(=CNC2=C1)C1=NC(=NC=C1C(F)(F)F)N[C@@H]1CN(CCC1)C(=O)OC(C)(C)C)F